ClC=1C(=NC=CC1)F 3-chloro-2-fluoropyridine